ClC1=CC(=C(C=C1)C1=NC(=NC2=C1N=CN(C2=O)C)N2C[C@@H](OCC2)C=2C=NN(C2)C)F 8-(4-chloro-2-fluorophenyl)-3-methyl-6-[(2S)-2-(1-methyl-1H-pyrazol-4-yl)morpholin-4-yl]-3H,4H-pyrimido[5,4-d][1,3]diazin-4-one